3,3'-Dichlorobenzidine dihydrochloride Cl.Cl.ClC=1C=C(C=CC1N)C1=CC(=C(N)C=C1)Cl